1-(4-methoxybenzyl)-3-(6-(pyridin-4-ylmethyl)spiro[3.3]hept-2-yl)urea COC1=CC=C(CNC(=O)NC2CC3(C2)CC(C3)CC3=CC=NC=C3)C=C1